oxalic acid phosphate P(=O)(O)(O)O.C(C(=O)O)(=O)O